C1(CC1)C=1C=C(C=C(C1)C1=C(C=C(C=C1)F)C1=NN=CN1C)C=1OC2=C(N1)C=C(C=C2F)C(=O)OC Methyl 2-(5-cyclopropyl-4'-fluoro-2'-(4-methyl-4H-1,2,4-triazol-3-yl)-[1,1'-biphenyl]-3-yl)-7-fluorobenzo[d]oxazole-5-carboxylate